trans-3-heptenecarboxylic acid C(C\C=C\CCC)C(=O)O